ClC1=C(C(=C2N1CCN(C2)C(=O)NC2CCOCC2)C(=O)N)C2=CC(=CC=C2)C 6-chloro-7-(3-methylphenyl)-N2-(tetrahydro-2H-pyran-4-yl)-3,4-dihydropyrrolo[1,2-a]pyrazine-2,8(1H)-dicarboxamide